3-bromo-6-(4-fluoro-1-methylpiperidin-4-yl)-7-methoxyimidazo[1,2-a]pyridine BrC1=CN=C2N1C=C(C(=C2)OC)C2(CCN(CC2)C)F